1-(tert-butyl) 4-ethyl 2-methyl (2s,4S)-4-(2-cyanoethyl)pyrrolidine-1,2,4-tricarboxylate C(#N)CC[C@@]1(C[C@H](N(C1)C(=O)OC(C)(C)C)C(=O)OC)C(=O)OCC